C(C)(C)(C)OC(NC(C)CCN1C(C2=CC=CC=C2C1=O)=O)=O (4-(1,3-dioxoisoindolin-2-yl)butan-2-yl)carbamic acid tert-butyl ester